7-chloro-5-(difluoromethyl)-1-(hydroxymethyl)-3,4-dihydropyrido[4,3][1,2]diazin-4-one ClN1C=C2C(C(CNN2CO)=O)=C(C1)C(F)F